1-[5-(5-chloro-2-methoxypyridin-4-yl)-1H-pyrazole-3-carbonyl]-N-[(oxazolidin-3-yl)methyl]piperidine-4-carboxamide ClC=1C(=CC(=NC1)OC)C1=CC(=NN1)C(=O)N1CCC(CC1)C(=O)NCN1COCC1